methyl 2-(3-(4-(2-(2-aminopyridin-3-yl)-5-phenyl-3H-imidazo[4,5-b]pyridin-3-yl)phenyl)azetidine-1-carbonyl)benzoate NC1=NC=CC=C1C1=NC=2C(=NC(=CC2)C2=CC=CC=C2)N1C1=CC=C(C=C1)C1CN(C1)C(=O)C1=C(C(=O)OC)C=CC=C1